C(C)OC(=O)C1N(CC2=CC=C(C(=C2C1)OCC1=CC=CC=C1)OC)C1=NC2=CC=CC=C2C=N1 5-(benzyloxy)-6-methoxy-2-(quinazolin-2-yl)-1,2,3,4-tetrahydroisoquinoline-3-carboxylic acid ethyl ester